(S)-7-((4-((2-fluoropyridin-4-yl)oxy)butanoyl)glycyl)-1,4-dioxa-7-azaspiro[4.4]nonane-8-carboxylic acid FC1=NC=CC(=C1)OCCCC(=O)NCC(=O)N1CC2(OCCO2)C[C@H]1C(=O)O